Dimethyl 2,6-diamino-4-(benzo[b]thiophen-3-yl)-1,4-dihydropyridin-3,5-dicarboxylat NC=1NC(=C(C(C1C(=O)OC)C=1C2=C(SC1)C=CC=C2)C(=O)OC)N